C(CCCCCCC)OC(CCC(=O)OCCCCCCN(CCCCCOC(=O)OCC\C=C/CCCCC)CCO)OCCCCCCCC (Z)-6-((2-hydroxyethyl)(5-(((non-3-en-1-yloxy)carbonyl)oxy)pentyl)amino)hexyl 4,4-bis(octyloxy)butanoate